5-methyl-1-(oxetan-3-yl)-6-(2-(2-(trifluoromethyl)pyrimidin-4-yl)-2,8-diazaspiro[4.5]decan-8-yl)-1,5-dihydro-4H-pyrazolo[3,4-d]pyrimidin-4-one CN1C(=NC2=C(C1=O)C=NN2C2COC2)N2CCC1(CCN(C1)C1=NC(=NC=C1)C(F)(F)F)CC2